C(C)(C)(C)OC(CCOCC(COCCC(=O)OC(C)(C)C)(NC(CCOCCOCCC(=O)OC1=C(C(=C(C(=C1F)F)F)F)F)=O)COCCC(OC(C)(C)C)=O)=O 1-(tertbutyl) 17-(perfluorophenyl) 6,6-bis((3-(tert-butoxy)-3-oxopropoxy)methyl)-8-oxo-4,11,14-trioxa-7-azaheptadecanedioate